1,4-Xylol C1(=CC=C(C=C1)C)C